C(C)(=O)NC(=S)NC=1C=C(C=CC1C)NC(C1=CC=C(C=C1)CN1CCN(CC1)C)=O N-[3-(Acetylcarbamothioylamino)-4-methyl-phenyl]-4-[(4-methylpiperazin-1-yl)methyl]benzamide